C(CC)N(C(=S)SSC(=S)N(C1=CC=CC=C1)CCC)C1=CC=CC=C1 N,N'-dipropyl-N,N'-diphenyl-thiuram disulfide